FC(C1=CC=CC(=N1)N1CCCCC1)(F)F (R)-1-(6-(trifluoromethyl)pyridin-2-yl)piperidin